CN1OC(C2C1C(CC(C2)(C2=CC=CC=C2)C)C)(C)C 1,3,3,5,7-pentamethyl-5-phenyloctahydrobenzo[c]isoxazole